COC(=O)C1=C(SC2=C1C=CC(=C2)O)N(C(C)C2=CC=CC=C2)C(C)=O 2-[acetyl-(1-phenylethyl)amino]-6-hydroxy-1-benzothiophene-3-carboxylic acid methyl ester